3-(((2s,3r)-3-ethyl-5-oxopyrrolidin-2-yl)methoxy)-5-methoxythieno[3,2-b]pyridine-6-carboxamide C(C)[C@H]1[C@H](NC(C1)=O)COC1=CSC=2C1=NC(=C(C2)C(=O)N)OC